3-(((2-methylimidazo[1,2-a]pyridin-7-yl)oxy)methyl)bicyclo[1.1.1]pentan CC=1N=C2N(C=CC(=C2)OCC23CC(C2)C3)C1